ClC1=C(C=C(C=C1)/C=C/C(=O)C1=NC=CC2=C1NC1=CC=C(C=C21)OC)[N+](=O)[O-] (E)-3-(4-chloro-3-nitrophenyl)-1-(6-methoxy-9H-pyrido[3,4-b]indol-1-yl)prop-2-en-1-one